S(=O)(=O)(O)C1=C(C=O)C=CC=C1.[Na] sodium o-sulphobenzaldehyde